2-({[3-(2H-1,3-benzodioxol-5-yl)-1,2,4-oxadiazol-5-yl]methyl}sulfanyl)-5-chloropyridine O1COC2=C1C=CC(=C2)C2=NOC(=N2)CSC2=NC=C(C=C2)Cl